tert-butyl (S)-2-(((tert-butyldimethylsilyl)oxy)methyl)-5-oxo-2,5-dihydro-1H-pyrrole-1-carboxylate [Si](C)(C)(C(C)(C)C)OC[C@H]1N(C(C=C1)=O)C(=O)OC(C)(C)C